tert-butyl N-[(1S)-5-[2-(2-aminopyridin-3-yl)-5-(5-methyl-1,2,4-oxadiazol-3-yl)imidazo[4,5-b]pyridin-3-yl]-2,3-dihydro-1H-inden-1-yl]carbamate NC1=NC=CC=C1C1=NC=2C(=NC(=CC2)C2=NOC(=N2)C)N1C=1C=C2CC[C@@H](C2=CC1)NC(OC(C)(C)C)=O